NC1=NC2=NC=C(N=C2C(=N1)N)CN(C1=CC=C(C(=O)N[C@@H](CCC(NCCOCCNC2=C3C(N(C(C3=CC=C2)=O)C2C(NC(CC2)=O)=O)=O)=O)C(=O)O)C=C1)C N2-(4-(((2,4-diaminopteridin-6-yl)methyl)(methyl)amino)benzoyl)-N5-(2-(2-((2-(2,6-dioxopiperidin-3-yl)-1,3-dioxoisoindolin-4-yl)amino)ethoxy)ethyl)-L-glutamine